FC1=CC=C(C=C1)C1=NC=2C(=NC(=CC2)N2CCNCC2)N1C1=CC(=NC=C1)NC(=O)C1CC1 N-{4-[2-(4-fluorophenyl)-5-(piperazin-1-yl)-3H-imidazo[4,5-b]Pyridin-3-yl]Pyridin-2-yl}Cyclopropanecarboxamide